3-(4-chloro-3-fluorophenyl)-3-methoxyazetidine-1-carboxylic acid tert-butyl ester C(C)(C)(C)OC(=O)N1CC(C1)(OC)C1=CC(=C(C=C1)Cl)F